3-{5-[(R)-(1,3-Dimethyl-azetidin-3-yl)-(3-fluoro-4-isopropyl-phenyl)-hydroxy-methyl]-pyridin-3-yl}-[1,2,4]oxadiazol CN1CC(C1)(C)[C@](C=1C=C(C=NC1)C1=NOC=N1)(O)C1=CC(=C(C=C1)C(C)C)F